S1C(=CC=C1)C(=O)N1CC2=CC=CC=C2C[C@H]1CN1CCN(CC1)C1=CC=C(C(=O)O)C=C1 4-(4-{[(3S)-2-(thiophen-2-ylcarbonyl)-1,2,3,4-tetrahydroisoquinolin-3-yl]Methyl}piperazine-1-yl)benzoic acid